5-fluoro-1-methyl-1,2,3,4-tetrahydroisoquinolin-8-ol FC1=C2CCNC(C2=C(C=C1)O)C